C1(=CC=CC2=CC=CC=C12)OCCOC1=CC(=NC2=CC=CC=C12)C(=O)OC Methyl 4-(2-(naphthalen-1-yloxy)ethoxy)quinoline-2-carboxylate